3,5-dichloro-N-(2,8-dimethyl-4-oxo-3-((6-(trifluoromethyl)pyridin-2-yl)methyl)-3,4-dihydroquinazolin-5-yl)-4-hydroxybenzamide ClC=1C=C(C(=O)NC2=C3C(N(C(=NC3=C(C=C2)C)C)CC2=NC(=CC=C2)C(F)(F)F)=O)C=C(C1O)Cl